6-({5-methyl-3-[6-(trifluoromethyl)pyridin-3-yl]-1,2-oxazol-4-yl}methoxy)-1,2,3,4-tetrahydro-2,7-naphthyridine CC1=C(C(=NO1)C=1C=NC(=CC1)C(F)(F)F)COC=1C=C2CCNCC2=CN1